ClC=1C(=NC(=NC1)NC1CCOCC1)C1=CC=C2CN(C(C2=C1)=O)CC(=O)NC(CC1=CC=NN1C)C 2-(6-{5-chloro-2-[(oxan-4-yl)amino]pyrimidin-4-yl}-1-oxo-2,3-dihydro-1H-isoindol-2-yl)-N-[1-(1-methyl-1H-pyrazol-5-yl)propan-2-yl]acetamide